C[N-]S(=O)(=O)C1=CC=C(C=C1)CCCCCCCCCCCC N-methyl-(4-dodecylphenyl)sulfonylamide